N=1C=CN2C1C=CC=C2CC=2C=C(C(=O)O)C=C(N2)C(NC)=O 2-(imidazo[1,2-a]Pyridin-5-ylmethyl)-6-(methylcarbamoyl)isonicotinic acid